C(#N)C1=C(C=CC=C1)C1CCN(CC1)C([C@H](CO)NC(=O)NC=1N=C(SC1)C#C)=O (S)-1-(1-(4-(2-Cyanophenyl)piperidin-1-yl)-3-hydroxy-1-oxopropan-2-yl)-3-(2-ethynylthiazol-4-yl)urea